tert-butyl-4-(4-((2,4-diaminopyrimidin-5-yl)methyl)-2,6-dimethoxyphenoxy)butylcarbamate C(C)(C)(C)OC(NCCCCOC1=C(C=C(C=C1OC)CC=1C(=NC(=NC1)N)N)OC)=O